COCCC=1C=CC(=NC1)C#N 5-(2-methoxyethyl)cyanopyridine